BrC=1C=C(C(=NC1)N1CCC(CC1)OC(=O)N1CCC(CC1)N1N=C2C=C(C(=CC2=C1)C(NC=1C(N(C=CC1)[C@@H]1[C@@H](C1)F)=O)=O)OC(C)C)F 4-[6-isopropoxy-5-[[2-oxo-1-[(1s,2r)-2-fluorocyclopropyl]-3-pyridinyl]carbamoyl]indazol-2-yl]piperidine-1-carboxylic acid [1-(5-bromo-3-fluoro-2-pyridinyl)-4-piperidinyl] ester